tert-butyl (2S,6R)-4-[6-(5-chloropyrazolo[1,5-a]pyridin-3-yl)-4-fluoro-2-pyridyl]-2,6-dimethyl-piperazine-1-carboxylate ClC1=CC=2N(C=C1)N=CC2C2=CC(=CC(=N2)N2C[C@@H](N([C@@H](C2)C)C(=O)OC(C)(C)C)C)F